(6-(6-(6-((S)-1-aminobutyl)pyridin-2-yl)-4-(2-methylmorpholino)-1H-indazol-1-yl)pyridinyl)methanol N[C@@H](CCC)C1=CC=CC(=N1)C1=CC(=C2C=NN(C2=C1)C1=CC=CC(=N1)CO)N1CC(OCC1)C